[N+](=O)([O-])C1=CNC2=NC=C(C=C21)C=O 3-NITRO-1H-PYRROLO[2,3-B]PYRIDINE-5-CARBALDEHYDE